2-(2-(2-(2,6-dioxopiperidin-3-yl)-1-oxoisoindolin-4-yl)ethoxy)-N-(3-((3aR,4R,9bR)-4-(hydroxymethyl)-1-tosyl-2,3,3a,4,5,9b-hexahydro-1H-pyrrolo[3,2-c]quinolin-8-yl)phenyl)acetamide O=C1NC(CCC1N1C(C2=CC=CC(=C2C1)CCOCC(=O)NC1=CC(=CC=C1)C1=CC=2[C@H]3[C@@H]([C@@H](NC2C=C1)CO)CCN3S(=O)(=O)C3=CC=C(C)C=C3)=O)=O